N-hydroxypyrazine ON1CC=NC=C1